trans-3-methoxy-3-methyl-(6-(3-methyl-3H-[1,2,3]triazolo[4,5-b]pyridin-6-yl)thieno[2,3-b]pyridin-2-yl)cyclobutanol COC1(CC(C1)(O)C1=CC=2C(=NC(=CC2)C=2C=C3C(=NC2)N(N=N3)C)S1)C